C(C)C=CC ethyl-1-propen